BrC1=CC2=C(CC3(CCNCC3)O2)C=C1 6-bromospiro[3H-benzofuran-2,4'-piperidine]